NC=1C(NC(N(C1N)CCCC)=O)=O 5,6-diamino-1-butyluracil